CS(=O)C1=NN2C(C=N1)=CN=C2CC(C)C 2-methanesulfinyl-7-(2-methylpropyl)imidazo[4,3-f][1,2,4]triazine